1-(2-(benzyloxy)-5-fluoropyridin-3-yl)-2-azabicyclo[3.1.0]Hexane ammonium trifluoroacetate FC(C(=O)[O-])(F)F.[NH4+].C(C1=CC=CC=C1)OC1=NC=C(C=C1C12NCCC2C1)F